COC=1C=C(C=NC1)C1=NC=2N(C(=C1)C)N(CC2)C(C(F)(F)F)C 5-(5-methoxypyridin-3-yl)-7-methyl-N-(1,1,1-trifluoropropan-2-yl)pyrazolo[1,5-a]Pyrimidine